(1S,4R)-3'-(piperidine-1-carbonyl)spiro[bicyclo[2.2.1]heptane-2,1'-cyclohexan] N1(CCCCC1)C(=O)C1CC2(CCC1)[C@H]1CC[C@@H](C2)C1